C(C1C(C(=O)[O-])CCCC1)(=O)OCCCOC(C=C)=O acryloxypropyl hexahydrophthalate